C=1C=2N(C(NN1)=O)C=CC2 pyrrolo[1,2-d][1,2,4]triazin-4(3H)-one